(S)-2-((((9H-fluoren-9-yl)methoxy)carbonyl)amino)-3-(4-(1-methyl-3-(N-methylnicotinamido)-1H-pyrazol-4-yl)phenyl)propanoic acid C1=CC=CC=2C3=CC=CC=C3C(C12)COC(=O)N[C@H](C(=O)O)CC1=CC=C(C=C1)C=1C(=NN(C1)C)N(C(C1=CN=CC=C1)=O)C